ClC1=C(C=NC(=C1)\C=C\C1=CC=CC=C1)C(C)=NO 1-(4-chloro-6-((E)-styryl)pyridin-3-yl)ethan-1-one oxime